C(C)C=1SC(=C(N1)C1=NC(=CC=C1)C)OC1=CC(=NC=C1)NC=1C=NC=C(C(=O)NC)C1 5-((4-((2-ethyl-4-(6-methylpyridin-2-yl)thiazol-5-yl)oxy)pyridin-2-yl)amino)-N-methylnicotinamide